N[C@H](C(=O)NC1=NC=C(C=C1)C1=C(N=NN1CC)C)C1CCCCCC1 (S)-2-amino-2-cycloheptyl-N-(5-(1-ethyl-4-methyl-1H-1,2,3-triazol-5-yl)pyridin-2-yl)acetamide